(R)-4-(imidazo[1,2-a]pyrazin-3-yl)-7-((5-(2-(2-methoxy-propan-2-yl)morpholino)pyridin-2-yl)amino)isoindolin-1-one N=1C=C(N2C1C=NC=C2)C2=C1CNC(C1=C(C=C2)NC2=NC=C(C=C2)N2C[C@@H](OCC2)C(C)(C)OC)=O